(R)-(4-(2,6-difluoro-4-(1-hydroxyethyl)phenyl)thiophen-2-yl)boronic acid FC1=C(C(=CC(=C1)[C@@H](C)O)F)C=1C=C(SC1)B(O)O